FC(C1=C(NC=2C=NC=3CCNCC3C2)C=CC=C1)(F)F 3-[2-(trifluoromethyl)anilino]-7,8-dihydro-5H-1,6-naphthyridin